OC1CC(CCC1)C(=O)O 3-Hydroxycyclohexanecarboxylic acid